ClC1=C(C=C(N=N1)N[C@H]1CN(CCC1)C)C1CCC1 (R)-6-chloro-5-cyclobutyl-N-(1-methylpiperidin-3-yl)pyridazin-3-amine